(Boc)-N-Boc-ammonia C(=O)(OC(C)(C)C)NC(=O)OC(C)(C)C